Copper iodide [Cu](I)I